N,N'-di-p-tolyl-N,N'-bis(4-vinylphenyl)-4,4'-benzidine C1(=CC=C(C=C1)N(C1=CC=C(C=C1)C1=CC=C(N(C2=CC=C(C=C2)C=C)C2=CC=C(C=C2)C)C=C1)C1=CC=C(C=C1)C=C)C